Br\C=C/CCCC 1-Z-bromohexene